N-[2-[4-(dimethylcarbamoyl)phenyl]ethyl]-N-methylcarbamic acid tert-butyl ester C(C)(C)(C)OC(N(C)CCC1=CC=C(C=C1)C(N(C)C)=O)=O